C12(CC(C1)C2)C2CN(CC1=C(N2CC2=NC=CC(=C2)Br)C=CC=C1C1CC1)S(=O)(=O)C(F)(F)F 2-(bicyclo[1.1.1]pentan-1-yl)-1-((4-bromopyridin-2-yl)methyl)-6-cyclopropyl-4-((trifluoromethyl)sulfonyl)-2,3,4,5-tetrahydro-1H-benzo[e][1,4]diazepine